FCC1(OC=2C=C(C=CC2C=2N=C(SC21)NC(=O)C=2C(=NC=NC2OC)OC)C(F)(F)F)CF N-(4,4-bis(fluoromethyl)-7-(trifluoromethyl)-4H-chromeno[4,3-d]thiazol-2-yl)-4,6-dimethoxypyrimidine-5-carboxamide